(R)-2-((3S,5S)-3,5-dimethylpiperazin-1-yl)-N-(3-(2-((2-fluoro-3-(methylsulfonyl)phenyl)amino)-5-methylpyrimidin-4-yl)-1H-indol-7-yl)propanamide C[C@H]1CN(C[C@@H](N1)C)[C@@H](C(=O)NC=1C=CC=C2C(=CNC12)C1=NC(=NC=C1C)NC1=C(C(=CC=C1)S(=O)(=O)C)F)C